(2S,4S)-N-(Butan-2-yl)-1-[(2-chlorophenyl)methyl]-4-{[(4-methoxyphenyl)methyl]amino}pyrrolidine-2-carboxamide CC(CC)NC(=O)[C@H]1N(C[C@H](C1)NCC1=CC=C(C=C1)OC)CC1=C(C=CC=C1)Cl